Tert-butyl 4-((5-(2-chloro-4-phenoxybenzoyl)-7H-pyrrolo[2,3-d]pyrimidin-4-yl) amino)-[1,4'-bipiperidine]-1'-carboxylate ClC1=C(C(=O)C2=CNC=3N=CN=C(C32)NC3CCN(CC3)C3CCN(CC3)C(=O)OC(C)(C)C)C=CC(=C1)OC1=CC=CC=C1